BrC1=C2C=C(NC2=CC=C1)C(F)(F)F 4-bromo-2-(trifluoromethyl)-1H-indole